8-chloro-2-[2-(methoxymethoxy)-4-(trifluoromethyl)phenyl]chroman-4-one ClC=1C=CC=C2C(CC(OC12)C1=C(C=C(C=C1)C(F)(F)F)OCOC)=O